C(CCCCC)C([C@](N(C(CCCCCCCCCCC)=O)C(CCCCCCCCC)=O)(C(=O)O)CCCCCC)CC(=O)O dihexyl-decanoyl-lauroyl-glutamic acid